FC(C1(COC1)N)F 3-(difluoromethyl)oxetane-3-amine